1-[4-(4-Aminomethyl-phenyl)-piperidin-1-yl]-ethanone NCC1=CC=C(C=C1)C1CCN(CC1)C(C)=O